O=C1NC(CCC1N1C(C2=CC=C(C=C2C1)CCC(=O)O)=O)=O 3-[2-(2,6-dioxo-3-piperidyl)-1-oxo-isoindolin-5-yl]propanoic acid